4-bromo-2-(4-methoxybenzyl)-2H-indazole-6-carboxylic acid methyl ester COC(=O)C=1C=C(C2=CN(N=C2C1)CC1=CC=C(C=C1)OC)Br